Cl.C1(CC1)C12CC(C1)(C2)N 3-cyclopropylbicyclo[1.1.1]pentan-1-amine hydrochloride